C[Se]CC1N=C(CC1)C1=CC=CC=C1 2-((methylseleno)methyl)-5-phenyl-3,4-dihydro-2H-pyrrole